methyl (7S)-2-benzyl-3-[(1R,3R)-3-(4-tert-butoxycarbonylpiperazine-1-carbonyl)cyclohexyl]-7-methyl-8,9-dihydro-7H-imidazo[4,5-f]quinoline-6-carboxylate C(C1=CC=CC=C1)C=1N(C=2C(=C3CC[C@@H](N(C3=CC2)C(=O)OC)C)N1)[C@H]1C[C@@H](CCC1)C(=O)N1CCN(CC1)C(=O)OC(C)(C)C